1-(3-(2-(3-hydroxynaphthalen-1-yl)quinazolin-6-yl)azetidin-1-yl)prop-2-en-1-one OC=1C=C(C2=CC=CC=C2C1)C1=NC2=CC=C(C=C2C=N1)C1CN(C1)C(C=C)=O